[Bi].FC(C1=CC=C(C=C1)CO)(F)F [4-(Trifluoromethyl)phenyl]methanol bismuth (0)